FC1=C(C=C(C(=C1)C)C1=CC(=NC(=C1)N1CCOCC1)OCCO)NC(=O)N1CC(CC1)C(F)(F)F N-(2-fluoro-5-(2-(2-hydroxyethoxy)-6-morpholinopyridin-4-yl)-4-methylphenyl)-3-(trifluoromethyl)pyrrolidine-1-carboxamide